2-[(2S,4R)-4-hydroxy-1-[2-(3-methoxyisoxazol-5-yl)-3-methyl-butyryl]pyrrolidin-2-yl]-N-[[4-(4-methylthiazol-5-yl)phenyl]methyl]-N-tetrahydropyran-4-yl-1H-imidazole-4-carboxamide O[C@@H]1C[C@H](N(C1)C(C(C(C)C)C1=CC(=NO1)OC)=O)C=1NC=C(N1)C(=O)N(C1CCOCC1)CC1=CC=C(C=C1)C1=C(N=CS1)C